Dihydro-8-oxa-2,4,10a-triazanaphtho[2,1,8-cde]azulene-1(2H)-one C1(NC2C3=C4C(OC=CN13)=CC=CC4=NC2)=O